2-ethyl-2,3-dihydrothiophene C(C)C1SC=CC1